biscyclohexyl(3-isopropoxy-2',4',6'-triisopropyl-[1,1'-biphenyl]-2-yl)phosphine C1(CCCCC1)P(C1=C(C=CC=C1OC(C)C)C1=C(C=C(C=C1C(C)C)C(C)C)C(C)C)C1CCCCC1